ClC=1C(=NC(=NC1)N1CC2=C(CC1)C=NN2C)NC2=CC1=C(N(C(N1CCC(C)(C)O)=O)C)C=C2 5-((5-Chloro-2-(1-methyl-1,4,5,7-tetrahydro-6H-pyrazolo[3,4-c]pyridin-6-yl)pyrimidin-4-yl)amino)-3-(3-hydroxy-3-methylbutyl)-1-methyl-1,3-dihydro-2H-benzo[d]imidazol-2-on